NC(C(C(=O)[O-])=O)CCCCCC amino-oxononanoate